3-(furan-2-yl)-1H-1,2,4-triazol-3-amine O1C(=CC=C1)C1(NNC=N1)N